methyl (S)-2-((2-((4-chloro-2-fluorobenzyl) oxy)-3-(trifluoromethyl)-5,8-dihydro-1,7-naphthyridin-7(6H)-yl)methyl)-1-(oxetan-2-ylmethyl)-1H-thieno[2,3-d]imidazole-5-carboxylate ClC1=CC(=C(COC2=NC=3CN(CCC3C=C2C(F)(F)F)CC=2N(C3=C(N2)SC(=C3)C(=O)OC)C[C@H]3OCC3)C=C1)F